FC1(CC(C1)CC1=NN(C(=C1N)C)C)F 3-((3,3-difluorocyclobutyl)methyl)-1,5-dimethyl-1H-pyrazol-4-amine